N-[2-(6-cyanopyridin-2-yl)-2-(1-methylpyrazol-4-yl)propyl]-5-(3,5-difluoropyridin-2-yl)-1,3,4-thiadiazole-2-carboxamide C(#N)C1=CC=CC(=N1)C(CNC(=O)C=1SC(=NN1)C1=NC=C(C=C1F)F)(C)C=1C=NN(C1)C